1-((1r,3r)-3-((5-(imidazo[1,2-a]pyridin-6-yl)-7H-pyrrolo[2,3-d]pyrimidin-2-yl)amino)-1-methylcyclobutyl)pyrrolidin-2-one N=1C=CN2C1C=CC(=C2)C2=CNC=1N=C(N=CC12)NC1CC(C1)(C)N1C(CCC1)=O